CN(C1=C(C(=O)NC2=CC=CC=C2)C=CC=C1)S(=O)(=O)C 2-[methyl(methylsulfonyl)amino]-N-phenyl-benzamide